(S)-N5-(3-Fluorocyclobutyl)-N3-methyl-1-(1-phenylethyl)-1H-pyrazole-3,5-dicarboxamide FC1CC(C1)NC(=O)C1=CC(=NN1[C@@H](C)C1=CC=CC=C1)C(=O)NC